2-(2-vinyloxyethoxy)-2-butanol C(=C)OCCOC(C)(CC)O